C(CO)N(CCO)CC(=O)O N,N-di(2-Hydroxyethyl)glycine